C(C)OC(=O)C1=CC(=NN1)CN1N=C(N=N1)C1=CC=C(C=C1)Br.FC1=C(C(=C(C(=C1[B-](C1=C(C(=C(C(=C1F)F)F)F)F)(C1=C(C(=C(C(=C1F)F)F)F)F)C1=C(C(=C(C(=C1F)F)F)F)F)F)F)F)F.C(C)[SiH](CC)CC Triethylsilane tetra(pentafluorophenyl)borate ethyl-3-[[5-(4-bromophenyl)tetrazol-2-yl]methyl]-1H-pyrazole-5-carboxylate